FC(C=1C=C(C=CC1F)C1CNCC1)F 3-[3-(difluoromethyl)-4-fluoro-phenyl]pyrrolidine